BrC=1C=CC(=C(C=O)C1)N(C)C 5-bromo-2-(dimethylamino)benzaldehyde